methoxyl-tetraphenylethylene O(C)C1=C(C=CC=C1)C(=C(C1=CC=CC=C1)C1=CC=CC=C1)C1=CC=CC=C1